Methyl (E)-2-(1,3-dioxo-1,3,6,7,10,11-hexahydro-2H-cycloocta[b]pyrrolo[3,4-g]quinoxalin-2-yl)acetate O=C1N(C(C=2C1=CC=1N=C3C(=NC1C2)CC/C=C/CC3)=O)CC(=O)OC